ClC=1C=CC(=C(C1)S(=O)(=O)NC1=CC=C(C=C1)C1=NC(=C2C(=N1)NN=C2C)O[C@H]2[C@H](CN(CC2)C(=O)OC(C)(C)C)F)F tert-butyl (3S,4R)-4-((6-(4-((5-chloro-2-fluorophenyl)sulfonamido)phenyl)-3-methyl-1H-pyrazolo[3,4-d]pyrimidin-4-yl)oxy)-3-fluoropiperidine-1-carboxylate